ONC(=O)C=1C=2CN(CC2C=CC1)C1=CC=CC=C1 N-hydroxy-2-phenylisoindoline-4-carboxamide